[Si](C)(C)(C(C)(C)C)OCCN1N=C(C(=C1CN(C[C@@H](C)O)C(C)C)I)OC(C)C (2R)-1-[[2-[2-[tert-butyl(dimethyl)silyl]oxyethyl]-4-iodo-5-isopropoxy-pyrazol-3-yl]methyl-isopropyl-amino]propan-2-ol